C(C=C(C(=O)OCCCCCC(C)C)CC(=O)OCCCCCC)(=O)OCCCCCC dihexyl isooctyl aconitate